2-(6-(((1S,3S)-3-((5-methyl-1,2,4-oxadiazol-3-yl)amino)cyclopentyl)amino)pyridin-3-yl)pyridazin-3(2H)-one CC1=NC(=NO1)N[C@@H]1C[C@H](CC1)NC1=CC=C(C=N1)N1N=CC=CC1=O